6-bromo-4-isopropylquinazoline BrC=1C=C2C(=NC=NC2=CC1)C(C)C